1-cyano-N-(4-phenyl-thiazol-2-yl)pyrrolidine-3-carboxamide C(#N)N1CC(CC1)C(=O)NC=1SC=C(N1)C1=CC=CC=C1